(2R,3S)-1,2,3-trimethylpiperazine hydrochloride Cl.CN1[C@@H]([C@@H](NCC1)C)C